COC=1C(=NC(=NC1NC1=CC=NC=C1)N1CCOCC1)C=1C=C(C=CC1)N1CCC(CC1)O 1-(3-(5-methoxy-2-morpholino-6-(pyridin-4-ylamino)pyrimidin-4-yl)phenyl)piperidin-4-ol